9-methyl-8,8a,9,10,11,12-hexahydro-7-oxa-1,3,6,12a-tetraazabenzo[4,5]cyclohepta[1,2,3-de]naphthalen-9-ol CC1(CCCN2C1COC1=NC=CC=3N=CN=C2C13)O